C(C)(C)(C)OC(=O)N1CC(C1)(F)C(C1=CC=C(C=C1)C(C)C)(O)C=1C=NC=C(C1)C#N 3-[(5-Cyano-pyridin-3-yl)-hydroxy-(4-isopropyl-phenyl)-methyl]-3-fluoro-azetidine-1-carboxylic acid tert-butyl ester